CC/C=C\\C/C=C\\C/C=C\\C/C=C\\CCCC/C=C/C(=O)SCCNC(=O)CCNC(=O)[C@@H](C(C)(C)COP(=O)(O)OP(=O)(O)OC[C@@H]1[C@H]([C@H]([C@@H](O1)N2C=NC3=C(N=CN=C32)N)O)OP(=O)(O)O)O The molecule is an unsaturated fatty acyl-CoA that results from the formal condensation of the thiol group of coenzyme A with the carboxy group of (2E,8Z,11Z,14Z,17Z)-icosapentaenoic acid. It is a long-chain fatty acyl-CoA and an unsaturated fatty acyl-CoA. It is a conjugate acid of a (2E,8Z,11Z,14Z,17Z)-icosapentaenoyl-CoA(4-).